NC1=CC=C(C=C1)C1=C(C=2N=CN=C(C2N1C1=CC(=C(C=C1)OC1=NC=CC(=N1)C)F)N)C(C)C 6-(4-aminophenyl)-5-{3-fluoro-4-[(4-methylpyrimidin-2-yl)oxy]phenyl}-7-(propan-2-yl)-5H-pyrrolo[3,2-d]pyrimidin-4-amine